ClC=1C=C(C=CC1Cl)N(C(=O)NC)C (3,4-dichlorophenyl)-N,N'-dimethylurea